6,7-dimethoxy-3,4-dihydronaphthalene COC=1C=C2CCC=CC2=CC1OC